S=C1NC(C2=C(N1CC1=C(C=CC=C1)C1NCCC(C1)C(F)(F)F)C=CN2)=O 2-thioxo-1-(2-(4-(trifluoromethyl)piperidin-2-yl)benzyl)-1,2,3,5-tetrahydro-4H-pyrrolo[3,2-d]pyrimidin-4-one